1-Trifluoromethoxydecane FC(OCCCCCCCCCC)(F)F